4-({1-[4-cyano-2-(trifluoromethyl)benzyl]-1H-pyrazol-4-yl}methyl)-6-hydroxy-5-oxo-4,5-dihydrothieno[3,2-b]pyridine-7-carboxylic acid C(#N)C1=CC(=C(CN2N=CC(=C2)CN2C3=C(C(=C(C2=O)O)C(=O)O)SC=C3)C=C1)C(F)(F)F